BrC1=CC(=C(C(=O)NCC(F)(F)F)C(=C1)OC)OC 4-bromo-2,6-dimethoxy-N-(2,2,2-trifluoroethyl)benzamide